C(C1=CC=CC=C1)C1=NOC(=N1)[C@H](CC1=CNC2=CC=CC=C12)NC(OC(C)(C)C)=O tert-butyl (S)-(1-(3-benzyl-1,2,4-oxadiazol-5-yl)-2-(1H-indol-3-yl)ethyl)carbamate